C(C=C)(=O)N1[C@H](CN(CC1)C1=NC(=NN2C1=NC=C2CC2=CC=CC1=CC=CC=C21)OC[C@H]2N(CC(C2)(F)F)C)CC#N 2-((S)-1-propenoyl-4-(2-(((S)-4,4-difluoro-1-methylpyrrolidin-2-yl)methoxy)-7-(naphthalen-1-ylmethyl)imidazo[2,1-f][1,2,4]triazin-4-yl)piperazin-2-yl)acetonitrile